bis(4-tertbutylcyclohexyl) peroxydicarbonate C(=O)(OC1CCC(CC1)C(C)(C)C)OOC(=O)OC1CCC(CC1)C(C)(C)C